di(3-carboxypropionyl) peroxide C(=O)(O)CCC(=O)OOC(CCC(=O)O)=O